3-[4-(2,4-Difluorophenyl)phenyl]azetidine FC1=C(C=CC(=C1)F)C1=CC=C(C=C1)C1CNC1